COC=1C=C(CCN2CCN(CC2)CC2=CC=C(C(=O)NO)C=C2)C=CC1OC 4-((4-(3,4-dimethoxyphenethyl)piperazin-1-yl)methyl)-N-hydroxybenzoamide